(2,4-difluoro-3-(3-(1-methyl-1H-pyrazol-4-yl)-1H-pyrazolo[3,4-c]pyridin-5-yl)benzyl)propan-2-amine FC1=C(CCC(C)N)C=CC(=C1C=1C=C2C(=CN1)NN=C2C=2C=NN(C2)C)F